cobalt diselenide [Co](=[Se])=[Se]